BrCCC(CCBr)(C)C 1,5-dibromo-3,3-dimethyl-pentane